CC(C)(C)C=1C=C(C=C(C1)C(C)(C)C)C(/C=C/C1=CC=C(C(=O)O)C=C1)=O 4-[(1E)-3-(3,5-bis(1,1-Dimethylethyl)phenyl)-3-oxo-1-propenyl]benzoic acid